ClC=1C=CC=C2[C@H](CCOC12)NC(=O)NC=1N=C(SC1)C1=NN(C=C1)C 1-[(4S)-8-chlorochroman-4-yl]-3-[2-(1-methylpyrazol-3-yl)thiazol-4-yl]urea